BrC=1C=C(C(=NC1)NC(=S)NC(OCC)=O)C(NC(CO)(C)C)=O Ethyl ({5-bromo-3-[(1-hydroxy-2-methylpropan-2-yl)carbamoyl]pyridin-2-yl}carbamothioyl)carbamate